3-((5-(1-(2,2-difluoroethyl)-2-methyl-1H-benzo[d]imidazol-6-yl)-6-fluoro-4-methoxypyrrolo[2,1-f][1,2,4]triazin-2-yl)amino)-2,2-dimethylpropanenitrile FC(CN1C(=NC2=C1C=C(C=C2)C=2C(=CN1N=C(N=C(C12)OC)NCC(C#N)(C)C)F)C)F